normal heptyl methacrylate C(C(=C)C)(=O)OCCCCCCC